FC1=CC=C(C=C1)CSC1=C(C(=NN1C(=O)C1=COC=C1)C1C(N(CCN1)C(=O)N1CC(CC1)O)C)OC 1-[3-(5-{[(4-Fluorophenyl)methyl]sulfanyl}-1-(furan-3-carbonyl)-4-methoxy-1H-pyrazol-3-yl)-2-methylpiperazin-1-carbonyl]pyrrolidin-3-ol